N1C=CC=2C1=NC=CC2C2=CN=C1C(=N2)N(C(CN1)=O)CCC1CCOCC1 7-(1H-pyrrolo[2,3-b]pyridin-4-yl)-1-(2-(tetrahydro-2H-pyran-4-yl)ethyl)-3,4-dihydropyrazino[2,3-b]pyrazin-2(1H)-one